N1C=NC=C2C1=CC=C2 cyclopenta[e]pyrimidine